C(C)C=1C=CC(=C(C1)CC(=O)OCC)OC ethyl 2-(5-ethyl-2-methoxyphenyl)acetate